NC(CC1=CC2=C(CC(O2)(C)C)C=C1OC)C 6-(2-aminopropyl)-2,2-di-methyl-5-methoxy-2,3-dihydrobenzofuran